(R)-(1,3-dimethyl-azetidin-3-yl)-(4-isopropyl-phenyl)-[5-(3-phenyl-pyrrolidin-1-yl)-pyridin-3-yl]-methanol CN1CC(C1)(C)[C@@](O)(C=1C=NC=C(C1)N1CC(CC1)C1=CC=CC=C1)C1=CC=C(C=C1)C(C)C